ClC=1C=C2C(=CC1)NC(C21CCN(CC1)CCOC=1C=C2C(=NC1)N(N=C2)C2CC(C2)(C)O)=O 5-chloro-1'-[2-({1-[3-hydroxy-3-methylcyclobutyl]-1H-pyrazolo[3,4-b]pyridin-5-yl}oxy)ethyl]-1,2-dihydrospiro[indole-3,4'-piperidin]-2-one